C(C)(C)(C)OC(NC1=CC(=NC=C1OC(C([2H])([2H])[2H])([2H])[2H])Br)=O (2-Bromo-5-(ethoxy-d5)pyridin-4-yl)carbamic acid tert-butyl ester